ClC=1C=C2C(=CC(=NC2=CC1)C(F)(F)F)N[C@@H]1C[C@@H](CCC1)NC(=O)C=1C=NN(C1)C1CCC1 N-[(1R,3S)-3-{[6-chloro-2-(trifluoromethyl)quinolin-4-yl]amino}cyclohexyl]-1-cyclobutyl-1H-pyrazole-4-carboxamide